cyclopenta[a]phenanthren-3-yl piperazine-1-carboxylate N1(CCNCC1)C(=O)OC=1C=CC2=C3C=CC=4C=CCC4C3=CC=C2C1